4-(4-(2-methoxyethoxy)-2-((4-((4-methylpiperazin-1-yl)methyl)phenyl)amino)-7H-pyrrolo[2,3-d]pyrimidin-5-yl)-N,N-dimethylbenzenesulfonamide COCCOC=1C2=C(N=C(N1)NC1=CC=C(C=C1)CN1CCN(CC1)C)NC=C2C2=CC=C(C=C2)S(=O)(=O)N(C)C